[3-(N,N-dimethylamino)propyl]trichlorosilane CN(C)CCC[Si](Cl)(Cl)Cl